C(C(C)C)(=O)OCCC(C)C isoamyl isobutanoate